2-((2-chloro-5-((2,2,2-trifluoroethoxy)methyl)pyrimidin-4-yl)oxy)-1-fluoro-8,9,10,11-tetrahydro-5H-pyrido[3',4':4,5]pyrrolo[2,3-f]isoquinolin-7(6H)-one ClC1=NC=C(C(=N1)OC=1N=CC=2CCC3=C(C2C1F)NC1=C3C(NCC1)=O)COCC(F)(F)F